C(C)C=1C(=C2C=NNC2=C(C1F)SC)C=1C=CC=2N(C1)C=C(N2)NC(=O)[C@H]2[C@H](C2)F (1S,2S)-N-(6-(5-ethyl-6-fluoro-7-(methylthio)-1H-indazol-4-yl)imidazo[1,2-a]pyridin-2-yl)-2-fluorocyclopropane-1-carboxamide